C(=O)(OC(C)(C)C)N1CCC(CC1)CNC(=O)OCC1=CC=CC=C1 1-Boc-4-(((benzyloxycarbonyl)amino)methyl)piperidine